(2-(2-methyl-2H-pyrazolo[3,4-b]pyridin-5-yl)-7-quinolinyl)(tetrahydro-2H-pyran-4-yl)methanol CN1N=C2N=CC(=CC2=C1)C1=NC2=CC(=CC=C2C=C1)C(O)C1CCOCC1